C(C)OC(CCCCCOC1=C(C=CC=C1)COC1=C(SC=C1)C(NC=1C=NC=CC1)=O)=O 6-(2-((2-(pyridin-3-ylcarbamoyl)thiophen-3-yl)oxymethyl)phenoxy)hexanoic acid ethyl ester